ethyl 2-(3-(5-(trifluoromethyl)pyrimidin-2-yl)-3,6-diazabicyclo(3.1.1)heptan-6-yl)acetate FC(C=1C=NC(=NC1)N1CC2N(C(C1)C2)CC(=O)OCC)(F)F